1-(6-((4-chloro-2-fluorobenzyl)oxy)-5-fluoropyridin-2-yl)piperazine TFA salt OC(=O)C(F)(F)F.ClC1=CC(=C(COC2=C(C=CC(=N2)N2CCNCC2)F)C=C1)F